C(C1=CC=CC=C1)OC(\C=C\C1=CC=C(C=C1)C1=CC(=C(C=C1)OC)C12CC3CC(CC(C1)C3)C2)=O.C23(CC1CC(CC(C2)C1)C3)C=3C=C(C=CC3O)C3=CC=C(C=C3)CCC(=O)O 3-{4-[3-(adamantan-1-yl)-4-hydroxyphenyl]phenyl}propanoic acid Benzyl-(2E)-3-{4-[3-(adamantan-1-yl)-4-methoxyphenyl]phenyl}prop-2-enoate